FC=1C=C(C=CC1C(F)(F)F)NC(=O)NC1CCN(CC1)C(CC)=O 1-(3-fluoro-4-(trifluoromethyl)phenyl)-3-(1-propionylpiperidin-4-yl)urea